N-[4-[(E)-3-[4-[2-Hydroxyethyl(methyl)amino]phenyl]prop-2-enoyl]phenyl]butanamide OCCN(C1=CC=C(C=C1)/C=C/C(=O)C1=CC=C(C=C1)NC(CCC)=O)C